C(CCCCCCCCCCCCCCCCCCCCCCCCCCC)(=O)[O-].[Al+3].C(CCCCCCCCCCCCCCCCCCCCCCCCCCC)(=O)[O-].C(CCCCCCCCCCCCCCCCCCCCCCCCCCC)(=O)[O-] aluminum montanoate